5-bromo-6-(3,3,3-trifluoropropyl)pyridin-2-amine BrC=1C=CC(=NC1CCC(F)(F)F)N